BrC1=CC=CC(=N1)C1=CCCN(C1)C(=O)OC(C)(C)C tert-butyl 5-(6-bromo-2-pyridyl)-3,6-dihydro-2H-pyridine-1-carboxylate